C1(CC1)OC1=C(C=C(C=C1)N1CC2(CN(C2)C(=O)OC(C)(C)C)C1)NC1=NC=C(C(=N1)C=1C=C2C(NC3(C2=CC1)CC3)=O)F tert-butyl 6-(4-cyclopropoxy-3-((5-fluoro-4-(3'-oxospiro[cyclopropane-1,1'-isoindoline]-5'-yl) pyrimidin-2-yl) amino) phenyl)-2,6-diazaspiro[3.3]heptane-2-carboxylate